C(C1=CC=CC=C1)N(C(OC(C)(C)C)=O)C[C@@H](C1=CC=CC=C1)O tert-butyl N-benzyl-N-[(2R)-2-hydroxy-2-phenylethyl]carbamate